(1R,2R)-2-fluoro-cyclopropanecarboxylic acid F[C@H]1[C@H](C1)C(=O)O